C(CCCCCCCCCCC)C(=CC(=O)[O-])CCCCCCCCCCCC 3-dodecylpentadec-2-enoate